6-((1-((1-(2-hydroxy-2-methylpropoxy)-2-methylpropan-2-yl)sulfonyl)cyclopropyl)methyl)-1-methyl-7-oxo-4,5,6,7-tetrahydro-1H-pyrazolo[3,4-c]pyridine-3-carboxamide OC(COCC(C)(C)S(=O)(=O)C1(CC1)CN1C(C2=C(CC1)C(=NN2C)C(=O)N)=O)(C)C